5-isopropoxy-benzonitrile C(C)(C)OC=1C=CC=C(C#N)C1